BrC1=CC=C(C=C1)NC(=O)NCCN1CC(C1)(F)F 1-(4-bromophenyl)-3-(2-(3,3-difluoroazetidin-1-yl)ethyl)urea